ClC1=NN(C(=C1)C(=O)N[C@H]1C[C@H](CCC1)NC1=CC(=NC2=CC=CC=C12)C(F)(F)F)C1=NC=CC=C1Cl 3-chloro-1-(3-chloropyridin-2-yl)-N-[(1R,3S)-3-{[2-(trifluoromethyl)quinolin-4-yl]amino}cyclohexyl]-1H-pyrazole-5-carboxamide